7-(1-isopropyl-3-methyl-1H-pyrazol-4-yl)-8,9,10,11-tetrahydro-3H-pyrazolo[4,3-a]phenanthridine C(C)(C)N1N=C(C(=C1)C1=NC2=CC=C3C(=C2C=2CCCCC12)C=NN3)C